BrC1=C(C=C(C=C1)OC)NC(C)=O N-(2-bromo-5-methoxyphenyl)acetamide